ClC1=C(C=CC(=C1)Cl)[C@@H]1OC2=C(C=CC=C2C(=C1)F)C1CCN(CC1)CC=1N(C=2C(=NC=C(C2)C(=O)O)N1)C[C@H]1OCC1 2-((4-((R)-2-(2,4-dichlorophenyl)-4-fluoro-2H-chromen-8-yl)piperidin-1-yl)methyl)-1-(((S)-oxetan-2-yl)methyl)-1H-imidazo[4,5-b]pyridine-6-carboxylic acid